C(#C)C1=CC=C(CNC(=O)[C@H]2N(C[C@@H](C2)O)C([C@H](C(C)(C)C)NC(=O)N2CCC(CC2)=O)=O)C=C1 N-((S)-1-((2S,4R)-2-((4-ethynylbenzyl)carbamoyl)-4-hydroxypyrrolidin-1-yl)-3,3-dimethyl-1-oxobutan-2-yl)-4-oxopiperidine-1-carboxamide